N-(5-(4,4,5,5-tetramethyl-1,3,2-dioxaborolan-2-yl)pyridin-2-yl)acrylamide CC1(OB(OC1(C)C)C=1C=CC(=NC1)NC(C=C)=O)C